5-(trans-2-(2-methoxy-4-dimethylaminophenyl)vinyl)thiophene-2-carbaldehyde COC1=C(C=CC(=C1)N(C)C)/C=C/C1=CC=C(S1)C=O